FC(CC(C(F)(F)F)OC(C(F)(F)F)CC(C(F)(F)F)(F)F)(C(F)(F)F)F pentafluoropropyltrifluoroethyl ether